ClC=1C(=NC(=NC1)NC1=CC=CC=C1)C1=CC=C2CN(C(C2=C1)=O)CC(N1CC2=CC=CC=C2CC1)=O 6-[5-chloro-2-(phenylamino)pyrimidin-4-yl]-2-[2-oxo-2-(1,2,3,4-tetrahydroisoquinolin-2-yl)ethyl]-2,3-dihydro-1H-isoindol-1-one